ClC1=C(C=CC(=C1)F)C1=CNC(C2=CC(=CC=C12)O[C@@H](C(=O)N1C[C@H](CCC1)C#N)C)=O (S)-1-((R)-2-((4-(2-chloro-4-fluorophenyl)-1-oxo-1,2-dihydroisoquinolin-7-yl)oxy)propanoyl)piperidine-3-carbonitrile